BrC1=CC=C(C=C1)C1C(C(CC(C1)OC1=CC=CC=C1)CO)C(=O)[O-] 2-(4-bromophenyl)-6-(hydroxymethyl)-4-phenoxycyclohexane-1-carboxylate